CO[Si](CC[SiH2]C(OC)OC)(OC)OC 1-trimethoxysilyl-2-dimethoxymethylsilyl-ethane